2-((phenylimino)methyl)phenoxide C1(=CC=CC=C1)N=CC1=C([O-])C=CC=C1